methyl (3S,9S)-7-(2-amino-5-chlorophenyl)-5-oxo-2,3,5,8,9,9a-hexahydro-1H-pyrrolo[1,2-a]azepine-3-carboxylate NC1=C(C=C(C=C1)Cl)C=1CCC2N(C(C1)=O)[C@@H](CC2)C(=O)OC